NC=1C=CC(=NC1)N1N=C(C(=C1)C1=CN=C(N1C)C(=O)NC1=CC(=C(C=C1)C(N(C)C1CCN(CC1)C([C@H]1NC[C@@H](C1)O)=O)=O)Cl)C(F)(F)F 5-[1-(5-amino-2-pyridinyl)-3-(trifluoromethyl)pyrazol-4-yl]-N-[3-chloro-4-[[1-[(2s,4r)-4-hydroxyprolinyl]-4-piperidinyl]-methyl-carbamoyl]phenyl]-1-methyl-imidazole-2-carboxamide